CN(CC[Sn](CC)(CCN(C)C)CCN(C)C)C Tris(2-dimethylaminoethyl)ethyl-tin